[Ir+3].FC1=CC=C(C=C1)C1=NC=CC=C1.FC1=CC=C(C=C1)C1=NC=CC=C1.FC1=CC=C(C=C1)C1=NC=CC=C1 tris(2-(4-fluorophenyl)pyridine) iridium (III)